7-thia-9,11-diazatricyclo[6.4.0.02,6]dodecane-1(8),2(6),10-trien C1=2C=3CCCC3SC2NC=NC1